7-amino-2-(2-oxo-6-sulfanylidenepiperidin-3-yl)-3-sulfanylidene-2,3-dihydro-1H-isoindol-1-one NC=1C=CC=C2C(N(C(C12)=O)C1C(NC(CC1)=S)=O)=S